2-(1-(((1r,2r)-2-hydroxycyclohexyl)amino)pyrido[3,4-d]pyridazin-4-yl)-5-(trifluoromethyl)phenol O[C@H]1[C@@H](CCCC1)NC1=C2C(=C(N=N1)C1=C(C=C(C=C1)C(F)(F)F)O)C=NC=C2